ClC=1C(N(C(=CC1OC([2H])([2H])C1=NC=C(C=C1Cl)F)C)C1=CC(=NC=C1C)N1C(C(=NC=C1)C(C)(C)O)=O)=O rel-3-chloro-4-((3-chloro-5-fluoropyridin-2-yl)methoxy-d2)-2'-(3-(2-hydroxypropan-2-yl)-2-oxopyrazin-1(2H)-yl)-5',6-dimethyl-2H-[1,4'-bipyridin]-2-one